3-((2-((4-([1,4'-bipiperidin]-1'-yl)-2-(difluoromethoxy)phenyl)amino)-5-chloropyrimidin-4-yl)amino)thiophene-2-carboxamide N1(CCCCC1)C1CCN(CC1)C1=CC(=C(C=C1)NC1=NC=C(C(=N1)NC1=C(SC=C1)C(=O)N)Cl)OC(F)F